5-fluoro-2-phenyl-2-(2-quinolinylmethyl)indolin-3-one FC=1C=C2C(C(NC2=CC1)(CC1=NC2=CC=CC=C2C=C1)C1=CC=CC=C1)=O